FC1=C(C=CC(=C1)F)C1=C(C(CN)N2CCN(CC2)CC2=CC=C(C=C2)C#C)C=CC=C1 2-(2,4-difluorophenyl)-1-((4-(4-ethynylbenzyl)piperazin-1-yl)benzyl)(methyl)ammonia